4-[4-[1-(aminomethyl)cyclopropyl]phenyl]-3-(6-phenylpyridazin-4-yl)oxybenzonitrile NCC1(CC1)C1=CC=C(C=C1)C1=C(C=C(C#N)C=C1)OC1=CN=NC(=C1)C1=CC=CC=C1